ClC1=C(C=CC=C1Cl)SC=1C=2N(C(=NC1)N1CCC3(CC1)C(CCCC3)N)N=CN2 3-(8-((2,3-dichlorophenyl)thio)-[1,2,4]triazolo[1,5-c]pyrimidin-5-yl)-3-azaspiro[5.5]undecan-7-amine